NC1=NC(=CC(=C1)C)C 2-amino-4,6-dimethylpyridine